(S)-5-(2-(((R)-1-(2-(4,4-dimethylpiperidin-1-yl)-6-methyl-4-oxo-4H-chromen-8-yl)ethyl)amino)phenyl)thiazolidine-2,4-dione CC1(CCN(CC1)C=1OC2=C(C=C(C=C2C(C1)=O)C)[C@@H](C)NC1=C(C=CC=C1)[C@H]1C(NC(S1)=O)=O)C